BrC1=CC=CC=2OC3=C(OC21)C=CC(=C3)Cl 1-Bromo-7-chlorodibenzo[b,e][1,4]dioxin